OC1=C(C(=O)O)C(=CC(=C1)OC1O[C@@H]([C@H]([C@@H]([C@H]1CO)O)O)O)CCCC=C 2-hydroxy-6-(pent-4-en-1-yl)-4-{[(3R,4R,5S,6S)-4,5,6-trihydroxy-3-(hydroxymethyl)oxan-2-yl]oxy}benzoic acid